FC1=C(C=C(C=C1)F)C1=CC=C(N=N1)NC1[C@@H]2CN(C[C@H]12)CC1=NC=CC=C1 (1R,5S,6s)-N-[6-(2,5-difluorophenyl)pyridazin-3-yl]-3-(2-pyridylmethyl)-3-azabicyclo[3.1.0]hexan-6-amine